(1r,3r)-3-((5-(1-(2,2-difluoroethyl)-2-methyl-1H-imidazo[4,5-b]pyridin-6-yl)-7H-pyrrolo[2,3-d]pyrimidin-2-yl)amino)-N,N,1-trimethylcyclobutane-1-carboxamide FC(CN1C(=NC2=NC=C(C=C21)C2=CNC=1N=C(N=CC12)NC1CC(C1)(C(=O)N(C)C)C)C)F